COC(=O)C1=NC=CC(=C1)NC(=O)[C@@H]1O[C@]([C@H]([C@H]1C1=C(C(=C(C=C1)F)F)OC)C)(C(F)(F)F)C |r| rac-(2r,3s,4s,5r)-4-[[3-(3,4-difluoro-2-methoxy-phenyl)-4,5-dimethyl-5-(trifluoromethyl)tetrahydrofuran-2-carbonyl]amino]pyridine-2-carboxylic acid methyl ester